Cl.CN(C)CC1CN(CCC1(O)C1=CC(=CC=C1)OC)S(=O)(=O)C(C)C 3-((dimethylamino)methyl)-1-(isopropylsulfonyl)-4-(3-methoxyphenyl)piperidin-4-ol hydrochloride